N1=CC(=CC(=C1)B(O)O)B(O)O pyridine-3,5-diyl-diboronic acid